N-((8-cyano-6,12-dioxo-6,12-dihydroindolo[2,1-b]quinazolin-2-yl)methyl)methanesulfonamide C(#N)C=1C=C2C(C3=NC4=CC=C(C=C4C(N3C2=CC1)=O)CNS(=O)(=O)C)=O